((5-(difluoromethyl)-1-methyl-1H-pyrazole-3-carbonyl)oxy)cyclopropane-1-carboximidamide FC(C1=CC(=NN1C)C(=O)OC1(CC1)C(N)=N)F